(1R,4S)-4-acetamido-N-((S)-(3-chloro-2-fluoro-5-hydroxyphenyl)(4-fluoro-bicyclo[2.2.1]hept-1-yl)methyl)-3,3-difluorocyclopentane-1-carboxamide C(C)(=O)N[C@@H]1C(C[C@@H](C1)C(=O)N[C@@H](C12CCC(CC1)(C2)F)C2=C(C(=CC(=C2)O)Cl)F)(F)F